(4-((2-hydroxydecyl)(2-hydroxyethyl)amino)butyryl)oxygen tert-butyl-(R)-2,2-difluoro-6-(4-(methoxycarbonyl)phenyl)-7-azaspiro[3.5]nonane-7-carboxylate C(C)(C)(C)OC(=O)N1[C@H](CC2(CC(C2)(F)F)CC1)C1=CC=C(C=C1)C(=O)OC.OC(CN(CCCC(=O)[O])CCO)CCCCCCCC